2-bromo-4-(cyclobutylmethoxy)-3,5-difluoroaniline BrC1=C(N)C=C(C(=C1F)OCC1CCC1)F